C[C@@H]1N(C2=CC=CC=C2[C@@H](C1)NC1=CC=C(C(=O)N2C3CN(C(C2)C3)C(=O)OC(C)(C)C)C=C1)C(CC)=O Tert-butyl 5-(4-{[(2S,4R)-2-methyl-1-propionyl-1,2,3,4-tetrahydroquinolin-4-yl] amino} benzoyl)-2,5-diazabicyclo[2.2.1]heptane-2-carboxylate